[Cu+2].P(=O)(OCC(CCCC)CC)(OCC(CCCC)CC)[O-].C(C)C(COP(=O)(OCC(CCCC)CC)[O-])CCCC di(2-ethylhexyl) phosphate copper salt